1-cyclopropyl-3-(4-fluorophenyl)-4-oxo-1,4-dihydropyridine-2-carboxylic acid ethyl ester C(C)OC(=O)C=1N(C=CC(C1C1=CC=C(C=C1)F)=O)C1CC1